4-[3-(4-formylimidazol-1-yl)cyclobutoxy]piperidine-1-carboxylic acid tert-butyl ester C(C)(C)(C)OC(=O)N1CCC(CC1)OC1CC(C1)N1C=NC(=C1)C=O